linoleic acid-hydroperoxide C(CCCCCCC\C=C/C\C=C/CCCCC)(=O)OO